6-((1H-pyrazol-3-yl)methyl)-4-methyl-2-((3-nitro-1H-pyrazol-1-yl)methyl)-4,6-dihydro-5H-thiazolo[5',4':4,5]pyrrolo[2,3-d]pyridazin-5-one N1N=C(C=C1)CN1N=CC2=C(C1=O)N(C1=C2SC(=N1)CN1N=C(C=C1)[N+](=O)[O-])C